ClC1=C(C(=O)NO)C=CC(=C1)OC1=NC=CC=C1F 2-chloro-4-((3-fluoropyridin-2-yl)oxy)-N-hydroxybenzoamide